dimethyl 6-chloropyridine-3,4-dicarboxylate ClC1=CC(=C(C=N1)C(=O)OC)C(=O)OC